[Si]([O-])([O-])([O-])[O-].[Mg+2].[Al+3] aluminum magnesium silicate salt